C1N(CCC12OCCN(C2)C(=O)OCC2=CC=CC=C2)C(=O)OC(C)(C)C O9-benzyl O2-tert-butyl 6-oxa-2,9-diazaspiro[4.5]decane-2,9-dicarboxylate